(3R,4R)-4-(2-chlorophenyl)-1-((1-fluorocyclopropyl)methyl)pyrrolidine-3-carboxylic acid ClC1=C(C=CC=C1)[C@H]1[C@H](CN(C1)CC1(CC1)F)C(=O)O